NC1=NC(=C(C=2N1C(N(N2)CC2=NC=C(C=C2)F)=O)C2=CC(=NC(=C2)C)CO)C2=CC=C(C=C2)F 5-amino-7-(4-fluorophenyl)-2-[(5-fluoro-2-pyridyl)methyl]-8-[2-(hydroxymethyl)-6-methyl-4-pyridyl]-[1,2,4]triazolo[4,3-c]pyrimidin-3-one